C(CCC)N(CCC(=C)C1=CC=CC=C1)CCCC 1-di-n-butylamino-3-phenylbut-3-ene